3-Fluoro-5-(hydroxymethyl)benzaldehyde FC=1C=C(C=O)C=C(C1)CO